(3-(4-(5-methyl-1,3,4-thiadiazol-2-yloxy)phenyl)-1,2,4-oxadiazol-5-yl)methyl acetate C(C)(=O)OCC1=NC(=NO1)C1=CC=C(C=C1)OC=1SC(=NN1)C